N1C=NC2=C1C=CC=C2 1H-benzo(d)imidazole